N-[2-[[(2R)-2-amino-5-guanidino-pentanoyl]amino]ethyl]-4-[[3-(4-chloro-2,3-difluoro-phenyl)imidazo[1,2-a]pyrazin-8-yl]amino]-2-ethyl-benzamide formate C(=O)O.N[C@@H](C(=O)NCCNC(C1=C(C=C(C=C1)NC=1C=2N(C=CN1)C(=CN2)C2=C(C(=C(C=C2)Cl)F)F)CC)=O)CCCNC(=N)N